N-cyclopentyl-4-meth-oxy-2-(piperazin-1-yl)benzo[d]thiazole-6-carboxamide C1(CCCC1)NC(=O)C1=CC2=C(N=C(S2)N2CCNCC2)C(=C1)OC